(2-methylpiperazin-1-yl)pyrido[2,3-d]pyrimidin-2(1H)-one CC1N(CCNC1)N1C(N=CC2=C1N=CC=C2)=O